O[C@H](CC(=O)[O-])C[N+](C)(C)C (R)-3-hydroxy-4-trimethylammonio-butyrate